propyl-1-[[4-[5-(trifluoromethyl)-1,2,4-oxadiazol-3-yl]phenyl]methyl]pyrazole-4-carboxamide C(CC)C1=NN(C=C1C(=O)N)CC1=CC=C(C=C1)C1=NOC(=N1)C(F)(F)F